OCCN1CC=CC2=CC=CC=C12 1-(2-hydroxyethyl)quinoline